N-(5-((4-chlorobenzyl)oxy)-1,3,4-thiadiazol-2-yl)-3-(2-cyclopropylphenyl)pyridine-4-Formamide ClC1=CC=C(COC2=NN=C(S2)NC(=O)C2=C(C=NC=C2)C2=C(C=CC=C2)C2CC2)C=C1